4-chlorothiophene-2-sulfonimidamide 2,2,2-trifluoroacetic acid salt FC(C(=O)O)(F)F.ClC=1C=C(SC1)S(=O)(N)=N